5-(4-tolyl)-4-(3-pyrrolidinyl)-3-hydroxyisothiazole hydrobromide salt Br.C1(=CC=C(C=C1)C1=C(C(=NS1)O)C1CNCC1)C